4-chloro-3-nitro-1-(pyridin-3-yl)-7-(trifluoromethyl)-1,8-naphthyridin-2(1H)-one ClC1=C(C(N(C2=NC(=CC=C12)C(F)(F)F)C=1C=NC=CC1)=O)[N+](=O)[O-]